1-(4-chlorobenzyl)-3-(4-(pyridin-4-yl)phenyl)imidazolin-2-one ClC1=CC=C(CN2C(N(CC2)C2=CC=C(C=C2)C2=CC=NC=C2)=O)C=C1